(R)-8-(8-(oxazol-2-ylthio)imidazo[1,2-c]pyrimidin-5-yl)-8-azaspiro[4.5]decan-1-amine O1C(=NC=C1)SC=1C=2N(C(=NC1)N1CCC3(CCC[C@H]3N)CC1)C=CN2